ClC1=CC(=C(C=C1)C1=NC(=CC=2N=C(N(C(C21)=O)C)C)N2CC(CC2)C=2N(C=CN2)C)F 5-(4-chloro-2-fluoro-phenyl)-2,3-dimethyl-7-(3-(1-methyl-1H-imidazol-2-yl)-1-pyrrolidinyl)pyrido[4,3-d]pyrimidin-4(3H)-one